tert-butyl (4-amino-2-chlorobenzyl)carbamate NC1=CC(=C(CNC(OC(C)(C)C)=O)C=C1)Cl